N12CN3CCN(CN(C1)C3)C2 1,3,6,8-Tetra-azatricyclo[4.3.1.13,8]undecan